N=1ON=C2C1C=CC(=C2)/C=C/C(=O)C2=CC=C(C=C2)Cl (E)-3-(benzo[C][1,2,5]oxadiazol-5-yl)-1-(4-chlorophenyl)prop-2-en-1-one